B(O)(O)O.C1OC=2C=CSC2OC1 4-ethylenedioxythiophene borate